ClC=1C=C(C(=O)NC2=NNC(=C2)C2=NC3=C(N2)C=CC(=C3)OC)C=CC1OCCO 3-chloro-4-(2-hydroxyethoxy)-N-[5-(5-methoxy-1H-benzimidazol-2-yl)-1H-pyrazol-3-yl]benzamide